C(OC(C(CCCC)CC)C(C)(C)C)(=O)O[O-] tert-butyl-(2-ethyl Hexyl) monoperoxycarbonate